FC(OC1=CC=C(C=C1)[C@H](C)[C@H]1OC(OC1)(C)C)F ((S)-1-(4-(difluoromethoxy)phenyl)ethyl)((R)-2,2-dimethyl-1,3-dioxolane)